C1(CC1)OC=1C(=NC=CC1)C(=O)NC1=CC(=C(C(=C1)F)OC1=CC=NC2=CC(=CC=C12)OCCNC)F 3-cyclopropoxy-N-(3,5-difluoro-4-((7-(2-(methylamino)ethoxy)quinolin-4-yl)oxy)phenyl)picolinamide